C(C)(C)(C)C1=CC2=CC(=C3C=C(C=C4C(=C(C(=C1)C2=C43)C4=CC=C(C=C4)OC)C4=CC=C(C=C4)OC)C(C)(C)C)C4=CC=C(C=C4)OC 2,7-di-tert-butyl-4,5,9-tri(4-methoxyphenyl)-pyrene